N-Phenylacrylamide C=CC(=O)NC1=CC=CC=C1